6-[4-(difluoromethyl)phenyl]-3-oxo-2-(pyridin-3-yl)-N-[(2S)-3,3,3-trifluoro-2-hydroxypropyl]-2,3-dihydropyridazine-4-carboxamide FC(C1=CC=C(C=C1)C=1C=C(C(N(N1)C=1C=NC=CC1)=O)C(=O)NC[C@@H](C(F)(F)F)O)F